5-(4'-phenylbutyl)-norbornene C1(=CC=CC=C1)CCCCC1C2C=CC(C1)C2